FC=1C=C2C(=NC1)CN(C2)C(=O)NC2=CC=C(C=C2)C2CCN(CC2)C(C(C)(C)NC(=O)C21CCC(CC2)(CC1)O)=O 3-FLUORO-N-(4-(1-(2-(4-HYDROXYBICYCLO[2.2.2]OCTANE-1-CARBOXAMIDO)-2-METHYLPROPANOYL)PIPERIDIN-4-YL)PHENYL)-5,7-DIHYDRO-6H-PYRROLO[3,4-B]PYRIDINE-6-CARBOXAMIDE